C[C@]12CC(C[C@](CCC1)(N2)C)N(C2=CC=C(N=N2)C2=C(C=C1C=C(N=CC1=C2)C(=O)NC)O)C 7-(6-(((1R,3s,5S)-1,5-dimethyl-9-azabicyclo[3.3.1]nonan-3-yl)(methyl)amino)pyridazin-3-yl)-6-hydroxy-N-methylisoquinoline-3-carboxamide